N-(2-(7-chloro-4-oxobenzo[d][1,2,3]triazin-3(4H)-yl)-propyl)-2-(trifluoromethyl)benzamide ClC=1C=CC2=C(N=NN(C2=O)C(CNC(C2=C(C=CC=C2)C(F)(F)F)=O)C)C1